C1(CCCC1)CN1C(=NN=C1)C(=O)NC1=NC=CC(=C1)C1=C(C=CC(=C1)OCCCC(CC)(O)CC)C (cyclopentylmethyl)-N-(4-(5-((4-ethyl-4-hydroxyhexyl)oxy)-2-methylphenyl)pyridin-2-yl)-4H-1,2,4-triazole-3-carboxamide